O=S1(C2=C(CC1)C(=CC=C2)[C@@H](C)NC2=NC(=NC1=CC(=C(C=C21)C2CCC(CC2)C(=O)[O-])OC)C)=O (1R,4R)-4-(4-(((R)-1-(1,1-dioxo-2,3-Dihydrobenzo[b]thiophen-4-yl)ethyl)amino)-7-methoxy-2-methylquinazolin-6-yl)cyclohexane-1-carboxylate